tripiperidyl-guanidine chloride [Cl-].N1(CCCCC1)N=C(N(N1CCCCC1)N1CCCCC1)N